dimethylamino-cresol CN(C)C1=C(C(=CC=C1)O)C